dimethyl-(2-acryloyloxyethyl)(2-phosphonatoethyl)aminium C[N+](CCP(=O)([O-])[O-])(CCOC(C=C)=O)C